CC(C(=O)OOC(C(CCC(C)(C)CC)(C)CC)=O)(CCC(C)(CC)C)CC 2,5-dimethyl-2,5-di-2-ethylhexanoylperoxide